(1R*,3S*)-1-([1,1'-biphenyl]-3-ylmethyl)-3-(tert-butoxycarbonylamino)cyclopentane-1-carboxylic acid C1(=CC(=CC=C1)C[C@]1(C[C@H](CC1)NC(=O)OC(C)(C)C)C(=O)O)C1=CC=CC=C1 |o1:7,9|